4-((S)-4-Acryloyl-2-methylpiperazin-1-yl)-6-fluoro-1-(2-isopropyl-6-(methylsulfonyl)Phenyl)-2-oxo-1,2-dihydropyridine C(C=C)(=O)N1C[C@@H](N(CC1)C1=CC(N(C(=C1)F)C1=C(C=CC=C1S(=O)(=O)C)C(C)C)=O)C